FC=1C=CC(=C(C#N)C1)N1CC2(C1)CC(C2)O 5-fluoro-2-(6-hydroxy-2-azaspiro[3.3]heptan-2-yl)benzonitrile